FC=1C=C(C=CC1F)S(=O)(=O)NC1=CC=C(C(=O)NC2=CC(=C(C=C2)C)F)C=C1 4-((3,4-difluorophenyl)sulfonamido)-N-(3-fluoro-4-methylphenyl)benzamide